(1R,3R,5R)-N-((1S,2S)-1-(4-chloro-2,5-difluorophenyl)-2-hydroxypropyl)-2-(3-(ethylsulfonyl)benzoyl)-2-azabicyclo[3.1.0]hexane-3-carboxamide ClC1=CC(=C(C=C1F)[C@@H]([C@H](C)O)NC(=O)[C@@H]1N([C@@H]2C[C@@H]2C1)C(C1=CC(=CC=C1)S(=O)(=O)CC)=O)F